3-methyl-butyric acid 2-((4-hydroxy-2-iodo-5-methoxybenzyl) amino)-2-oxoethyl ester OC1=CC(=C(CNC(COC(CC(C)C)=O)=O)C=C1OC)I